CN1N=CC=C1NC1=CC=NC=N1 6-((1-methyl-1H-pyrazol-5-yl)amino)pyrimidine